2-((7-Bromo-5-chloro-3-methylbenzofuran-2-yl)methyl)isoindoline-1,3-dione BrC1=CC(=CC=2C(=C(OC21)CN2C(C1=CC=CC=C1C2=O)=O)C)Cl